(R)-8-((3-methyl-3'-nitro-[1,1'-biphenyl]-4-yl)methyl)-9-oxooctahydro-2H-pyrazino[1,2-a]pyrazine-2-carbonitrile CC=1C=C(C=CC1CN1C([C@@H]2N(CCN(C2)C#N)CC1)=O)C1=CC(=CC=C1)[N+](=O)[O-]